2-(6-azaspiro[2.5]oct-6-yl)-4-iodobenzoyl chloride C1CC12CCN(CC2)C2=C(C(=O)Cl)C=CC(=C2)I